CC1=NN=C(S1)OC=1C=C(C(=O)N[C@H](C)C=2C=NC(=NC2)C(F)(F)F)C=C(C1)C=1SC(=CN1)C 3-[(5-Methyl-1,3,4-thiadiazol-2-yl)oxy]-5-(5-methyl-1,3-thiazol-2-yl)-N-[(1R)-1-[2-(trifluoromethyl)pyrimidin-5-yl]ethyl]benzamide